C=1N=CN2C1C1=CC=CC=C1[C@@H]2[C@H]2[C@@H](C1(C2)CCC1)O (1S,2S)-2-((S)-5H-Imidazo[5,1-a]isoindol-5-yl)spiro[3.3]heptan-1-ol